4-((4-(1,1-difluoroethyl)-6-oxo-1,6-dihydropyrimidin-5-yl)oxy)-3-methyl-5-(trifluoromethyl)benzonitrile FC(C)(F)C=1N=CNC(C1OC1=C(C=C(C#N)C=C1C(F)(F)F)C)=O